trifluoromethyl-indolol FC(F)(F)C1=C(NC2=CC=CC=C12)O